6-bromo-N-{(1R)-1-[3-(1,1-difluoro-2-methoxy-2-methylpropyl)-2-fluorophenyl]ethyl}-2-methylpyrido[3,4-d]pyrimidin-4-amine BrC1=CC2=C(N=C(N=C2N[C@H](C)C2=C(C(=CC=C2)C(C(C)(C)OC)(F)F)F)C)C=N1